BrC=1C(=CC(=NC1)N(C(OC(C)(C)C)=O)C)C tert-butyl N-(5-bromo-4-methylpyridin-2-yl)-N-methylcarbamate